C(#N)[C@H]1N(CC(C1)(F)F)C(CNC(=O)C1=CC(=NC=C1)C1=CC=C(OCCCN(C(CNC(OC(C)(C)C)=O)=O)CCCOC2=CC=C(C=C2)C2=NC=CC(=C2)C(NCC(N2[C@@H](CC(C2)(F)F)C#N)=O)=O)C=C1)=O tert-butyl (2-(bis(3-(4-(4-((2-((S)-2-cyano-4,4-difluoropyrrolidin-1-yl)-2-oxoethyl)carbamoyl)pyridin-2-yl)phenoxy)propyl) amino)-2-oxoethyl)carbamate